N[C@H](C(=O)N[C@H](C(=O)O)CC1=CC(=C(C=C1)OC)OC)CCC(=O)OC (2S)-2-[[(2S)-2-amino-5-methoxy-5-oxopentanoyl]amino]-3-(3,4-dimethoxyphenyl)propanoic acid